((9H-fluoren-9,9-diyl)bis(4,1-phenylene))bis(N-([1,1'-biphenyl]-4-yl)-[1,1'-biphenyl]-4-amine) C1=CC=CC=2C3=CC=CC=C3C(C12)(C1=CC=C(C=C1)C1=C(C=CC(=C1)NC1=CC=C(C=C1)C1=CC=CC=C1)C1=CC=CC=C1)C1=CC=C(C=C1)C1=C(C=CC(=C1)NC1=CC=C(C=C1)C1=CC=CC=C1)C1=CC=CC=C1